ethyl 6-(2-fluoro-3,4-dimethylphenyl)-4-oxo-4,5-dihydropyrazolo[1,5-a]pyrazine-2-carboxylate FC1=C(C=CC(=C1C)C)C=1NC(C=2N(C1)N=C(C2)C(=O)OCC)=O